neopentyl glycol di-heptanoate C(CCCCCC)(=O)OCC(C)(COC(CCCCCC)=O)C